FC=1C=C(C=CC1)C=1C(=NN(C1C(=O)O)C=1SC(=C(N1)C=1C=NC=C(C1)F)SC(C)C)C 4-(3-fluorophenyl)-1-(4-(5-fluoropyridin-3-yl)-5-(isopropylthio)thiazol-2-yl)-3-methyl-1H-pyrazole-5-carboxylic acid